ClC1=C(C=C(OCC(=O)NC23CC(C2)(C3)C=3OC(=NN3)C3C(C3)(F)F)C=C1)F 2-(4-Chloro-3-fluoro-phenoxy)-N-[3-[5-(2,2-difluorocyclopropyl)-1,3,4-oxadiazol-2-yl]-1-bicyclo[1.1.1]pentanyl]acetamide